FC1=C(C=CC=C1)C1OC(=C(C1=O)OS(=O)(=O)C1=CC=CC=C1)N 2-(2-fluorophenyl)-4-[[phenylsulfonyl]oxy]-5-amino-3(2H)-furanone